4-Hydroxy-2,5-dimethyl-3(2H)-furanon OC=1C(C(OC1C)C)=O